(E)-1-(8-bromoquinolin-2-yl)-N-(2,6-dimethylphenyl)ethane-1-imine BrC=1C=CC=C2C=CC(=NC12)\C(\C)=N\C1=C(C=CC=C1C)C